[N+](=O)([O-])C1=CC=C(C=N1)C=1CC=NCC1 6-nitro-3',6'-dihydro-[3,4'-bipyridine]